1,3-Dimethylbutyl-N'-phenyl-p-phenylen-diamin CC(CC(C)C)N(C1=CC=C(C=C1)N)C1=CC=CC=C1